OC=1C=2N(C(=CC1)CC(=O)OC(C)(C)C)N=CN2 tert-butyl 2-[8-hydroxy-[1,2,4]triazolo[1,5-a]pyridin-5-yl]acetate